C(C)(=O)OC1(CN(C1)CC1=CC(=C(C=C1)N1CC(C1)C1=C(C=CC=C1Cl)Cl)F)C 1-(4-(3-(2,6-dichlorophenyl) azetidin-1-yl)-3-fluorobenzyl)-3-methylazetidin-3-yl acetate